C(C)OC(=O)C=1SC2=C(N1)CCC1(C(N(C3=NC=CC=C31)COCC[Si](C)(C)C)=O)C2 2'-oxo-1'-((2-(trimethylsilyl)ethoxy)methyl)-1',2',4,7-tetrahydro-5H-spiro[benzo[d]thiazole-6,3'-pyrrolo[2,3-b]pyridine]-2-carboxylic acid ethyl ester